icosa-5,8,11,14-tetraenoic acid C(CCCC=CCC=CCC=CCC=CCCCCC)(=O)O